COC(=O)C1=C(CCC1)N(C)C(CC(=O)OCC)=O.COC1=CC=2N(C=C1)N=CC2C=O (5-methoxypyrazolo[1,5-a]pyridin-3-yl)methanone Methyl-2-(3-ethoxy-N-methyl-3-oxopropionylamino)cyclopent-1-ene-1-carboxylate